[4-(6-cyclopropyl-3-pyridyl)-3-methyl-phenyl] trifluoromethanesulfonate FC(S(=O)(=O)OC1=CC(=C(C=C1)C=1C=NC(=CC1)C1CC1)C)(F)F